C(C)SC1=CC=2C(C3=CC=CC=C3CC2C(=C1)SCC)=O 2,4-diethylthioanthrone